BrC1=CC=C(C=C1)N1N=NC2=C1C=C(C(=C2)F)OC 1-(4-Bromophenyl)-5-fluoro-6-methoxy-1H-benzo[d][1,2,3]triazole